2,3-dihydro-[1,4]dioxino[2,3-g]quinolin-7(6H)-one O1CCOC=2C1=CC=1C=CC(NC1C2)=O